(S)-1-acetoxy-5-hydroxyhexane C(C)(=O)OCCCC[C@H](C)O